(2,4-dioxotetrahydropyrimidin-1(2H)-yl)-5-(hydroxymethyl)isoindoline-1,3-dione O=C1N(CCC(N1)=O)N1C(C2=CC=C(C=C2C1=O)CO)=O